OC[C@H]1[C@@H](C1)C(=O)OC(C)(C)C Tert-butyl (1R,2R)-2-(hydroxymethyl)cyclopropane-1-carboxylate